ClC=1C=C(C=CC1OCC=1C=NC(=CC1)C1CCOCC1)NC1=CC(=NC2=CC(=C(C=C12)NC(\C=C\CN(C)C)=O)OCC)C (E)-N-(4-((3-chloro-4-((6-(tetrahydro-2H-pyran-4-yl)pyridin-3-yl)methoxy)phenyl)amino)-7-ethoxy-2-methylquinolin-6-yl)-4-(dimethylamino)but-2-enamide